2-(3-amino-5-chloroquinolin-2-yl)propan-2-ol NC=1C(=NC2=CC=CC(=C2C1)Cl)C(C)(C)O